C(C)(C)(C)C=1C=C(C=C(C1O)C(C)(C)C)CCC(=O)O β-(3,5-di-tert-butyl-4-hydroxy-phenyl)propionic acid